N1=C(N=CC=C1)C=1C2=CC=C(N2)C(=C2C=CC(C(=C3C=CC(=C(C=4C=CC1N4)C4=CC=CC=C4)N3)C3=C(C=C(C(=C3)CC)C3OCC(CO3)(C)C)CC)=N2)C2=CC=CC=C2 5-(pyrimidin-2-yl)-15-(4-(5,5-dimethyl-1,3-dioxane-2-yl)-2,5-diethylphenyl)-10,20-diphenylporphyrin